3-(Trimethoxysilyl)propyl-N,N,N-trimethylammonium CO[Si](CCC[N+](C)(C)C)(OC)OC